(E)-3-(1-(4-chloro-3-(trifluoromethyl)benzyl)-1H-pyrrolo[2,3-b]pyridin-3-yl)-2-cyanoacrylic acid ClC1=C(C=C(CN2C=C(C=3C2=NC=CC3)/C=C(/C(=O)O)\C#N)C=C1)C(F)(F)F